1-isobutyl-N-(4-(1-methyl-1H-indazol-5-yl)pyridin-2-yl)piperidine-4-carboxamide C(C(C)C)N1CCC(CC1)C(=O)NC1=NC=CC(=C1)C=1C=C2C=NN(C2=CC1)C